4-(2-(3-amino-8-azabicyclo[3.2.1]octane-8-carbonyl)-5-(5-fluoro-3-methylbenzo[d]isoxazol-6-yl)thiazol-4-yl)-2-fluorobenzonitrile hydrochloride Cl.NC1CC2CCC(C1)N2C(=O)C=2SC(=C(N2)C2=CC(=C(C#N)C=C2)F)C2=CC1=C(C(=NO1)C)C=C2F